3-fluoro-6-(10-(5-fluoro-6-((E)-(hydroxyimino)methyl)pyridin-2-yl)deca-1,9-diyn-1-yl)picolinaldehyde oxime FC=1C(=NC(=CC1)C#CCCCCCCC#CC1=NC(=C(C=C1)F)/C=N/O)C=NO